C(C)(=O)C1=C(C=C2CC(N3C(C2=C1)=CC(C(=C3)C(=O)OCC)=O)C(C)C)N3CCCC3 ethyl 10-acetyl-6-isopropyl-2-oxo-9-(pyrrolidin-1-yl)-6,7-dihydro-2H-pyrido[2,1-a]isoquinoline-3-carboxylate